Cl.C(N)(=N)NC(OC)=N guanyl-O-methylisourea hydrochloride